bis(2,3,4,5,6-pentafluorophenyl)titanium FC1=C(C(=C(C(=C1F)F)F)F)[Ti]C1=C(C(=C(C(=C1F)F)F)F)F